3-(((4,4-bis((7,7,8,8,8-pentafluorooctyl)oxy)butanoyl)oxy)methyl)-5-((((2-(pyrrolidin-1-yl)ethyl)carbamoyl)oxy)methyl)benzyl (9Z,12Z)-octadeca-9,12-dienoate C(CCCCCCC\C=C/C\C=C/CCCCC)(=O)OCC1=CC(=CC(=C1)COC(NCCN1CCCC1)=O)COC(CCC(OCCCCCCC(C(F)(F)F)(F)F)OCCCCCCC(C(F)(F)F)(F)F)=O